S1C=NC2=C1C=CC(=C2)NC2=CC=NC1=CC=C(C=C21)C2=C(C=C(C(=O)NCC1CCOCC1)C=C2)F 4-(4-(benzo[d]thiazol-5-ylamino)quinolin-6-yl)-3-fluoro-N-((tetrahydro-2H-pyran-4-yl)methyl)benzamide